3-(3-methyl-4-(1-(octahydrocyclopenta[c]pyrrol-5-yl)-1H-pyrazol-4-yl)-1H-indazol-1-yl)piperidine-2,6-dione CC1=NN(C2=CC=CC(=C12)C=1C=NN(C1)C1CC2C(CNC2)C1)C1C(NC(CC1)=O)=O